ClC=1N=C(C2=C(N1)N(C=C2)[C@H]2[C@@H]([C@@H]([C@H](O2)CS(=O)(=O)CP(O)(O)=O)O)O)NC2CCCC2 [(2S,3S,4R,5R)-5-[2-chloro-4-(cyclopentyl-amino)pyrrolo[2,3-d]-pyrimidin-7-yl]-3,4-dihydroxy-tetrahydro-furan-2-yl]methyl-sulfonylmethylphosphonic acid